FC1=CC(=C(C=C1C=1C=NC(=NC1)N1C[C@H](O[C@H](C1)C)C)NC(=O)C1=CN(C(C=C1C(F)(F)F)=O)C)N1C[C@H](CC1)N(C)C |r| N-[4-fluoro-2-[rac-(3S)-3-(dimethylamino)pyrrolidin-1-yl]-5-[2-[rac-(2R,6S)-2,6-dimethylmorpholin-4-yl]pyrimidin-5-yl]phenyl]-1-methyl-6-oxo-4-(trifluoromethyl)pyridine-3-carboxamide